SC(C1CCC(CC1)C)(C)C 8-mercaptomenthane